benzyl 8-methyl-4-[7-oxo-8-(3-piperidyl)-2-[2-[2-(p-tolylsulfonyloxy)ethoxy]ethylamino]pyrido[2,3-d]pyrimidin-6-yl]-2,3-dihydroquinoxaline-1-carboxylate CC=1C=CC=C2N(CCN(C12)C(=O)OCC1=CC=CC=C1)C1=CC2=C(N=C(N=C2)NCCOCCOS(=O)(=O)C2=CC=C(C=C2)C)N(C1=O)C1CNCCC1